N1(CCCCC1)C(=S)N1CCCCC1 di(piperidin-1-yl)methanethione